OC1=CC=C2C3=C(C(OC2=C1)=O)C=C(C=C3)C#CCOC 3-Hydroxy-8-(3-methoxyprop-1-yn-1-yl)-6H-benzo[C]chromen-6-one